3-acetamido-2-aminopropanoic acid C(C)(=O)NCC(C(=O)O)N